NC=1C2=C(N=CN1)N1C(=C2C2=CC=3C(=NC=CC3)N2)CN(CC1(C)C)C([C@@H](C)O)=O (R)-1-(4-amino-9,9-dimethyl-5-(1H-pyrrolo[2,3-b]pyridin-2-yl)-8,9-dihydropyrazino[1',2':1,5]pyrrolo[2,3-d]pyrimidin-7(6H)-yl)-2-hydroxypropan-1-one